3-(5-Ethyl-1,3-thiazol-2-yl)-5-[(3R)-tetrahydro-furan-3-yloxy]benzoic acid C(C)C1=CN=C(S1)C=1C=C(C(=O)O)C=C(C1)O[C@H]1COCC1